(S)-7-acetamido-1,2,3-trimethoxy-N-methyl-9-oxo-5,6,7,9-tetrahydrobenzo[a]heptalene-10-carboxamide C(C)(=O)N[C@H]1CCC2=C(C3=CC=C(C(C=C13)=O)C(=O)NC)C(=C(C(=C2)OC)OC)OC